ClCCCCCCOCCOCCNC(CCOCCOCCOCCOCCOCCOCCOCCOCCOCCOCCOCCOCCNC(CCCC[C@@H]1SC[C@@H]2NC(N[C@@H]21)=O)=O)=O N-(2-(2-((6-chlorohexyl)oxy)ethoxy)ethyl)-1-(5-((3aS,4S,6aR)-2-oxohexahydro-1H-thieno[3,4-d]imidazol-4-yl)pentanamido)-3,6,9,12,15,18,21,24,27,30,33,36-dodecaoxanonatriacontan-39-amide